C(C)(C)N1N=NC2=C1C=CC(=C2)C2=NOC(=N2)C2=NC(=CN=C2)C 3-(1-isopropyl-1H-benzo[d][1,2,3]triazol-5-yl)-5-(6-methylpyrazin-2-yl)-1,2,4-oxadiazole